C(CCC)C1(C(C(CC1)(C)C)=O)C 2-BUTYL-2,5,5-TRIMETHYLCYCLOPENTAN-1-ONE